(R)-4,6-difluoro-N-(8-fluoro-6-oxo-1,4,5,6-tetrahydro-2H-pyrano[3,4-c]isoquinolin-1-yl)-N-methyl-1H-indole-2-carboxamide FC1=C2C=C(NC2=CC(=C1)F)C(=O)N(C)[C@H]1COCC=2NC(C=3C=C(C=CC3C21)F)=O